bromo-2-(bromomethyl)-4-(trifluoromethyl)benzene BrC1=C(C=C(C=C1)C(F)(F)F)CBr